FC(CC(C(F)(F)OC(C(CC(F)(F)F)(F)F)(F)F)(F)F)(F)F 1,1,1-trifluoroethyl-1,1,2,2-tetrafluoroethyl ether